BrC1=C(C=CC(=C1)F)S(=O)(=O)N1C[C@@H]([C@@](C1)(CO)O)S(=O)(=O)C1=CC=C(C#N)C=C1 4-(((3S,4R)-1-((2-bromo-4-fluorophenyl)sulfonyl)-4-hydroxy-4-(hydroxymethyl)pyrrolidin-3-yl)Sulfonyl)benzonitrile